ClC1=CC=C(C=C1)\C=C(\C(C(=C)C)=O)/C1=CC=CC=C1 (E)-1-(4-chlorophenyl)-4-methyl-2-phenylpentane-1,4-dien-3-one